6-(4-((4-(1H-pyrazol-4-yl)phenyl)-amino)-pyrimidin-2-yl)-N-(pyridin-4-yl)-1H-indole-2-carboxamide N1N=CC(=C1)C1=CC=C(C=C1)NC1=NC(=NC=C1)C1=CC=C2C=C(NC2=C1)C(=O)NC1=CC=NC=C1